3-carbamoyl-1-(2-((2-((3-chloro-2-fluorophenylmethyl)amino)-2-oxoethyl)(cyclopropyl)amino)-2-oxoethyl)-1H-pyrazolo[3,4-b]pyridine-5-carboxylic acid C(N)(=O)C1=NN(C2=NC=C(C=C21)C(=O)O)CC(=O)N(C2CC2)CC(=O)NCC2=C(C(=CC=C2)Cl)F